FC1(CCC(CC1)CN[C@H]1[C@@H](C1)C1=CC=CC=C1)NC fluoro-N-methyl-4-(((trans-2-phenylcyclopropyl)amino)methyl)cyclohexan-1-amine